5-(3-fluoro-1H-pyrazol-4-yl)-2-{3-[3-(propan-2-yl)piperazin-1-yl]-1,2,4-triazin-6-yl}phenol FC1=NNC=C1C=1C=CC(=C(C1)O)C1=CN=C(N=N1)N1CC(NCC1)C(C)C